C(#N)C=1C=C2C(=NC1C1=C(C=C(CN(C(OC(C)(C)C)=O)C)C=C1C)F)C=NN2C(C2=CC=CC=C2)(C2=CC=CC=C2)C2=CC=CC=C2 tert-Butyl 4-(6-cyano-1-trityl-1H-pyrazolo[4,3-b]pyridin-5-yl)-3-fluoro-5-methylbenzyl(methyl)carbamate